COC=1C=C(C=C(C1)C=1C=C2C(=CC=NC2=CC1)NC)NC(C=C)=O N-{3-methoxy-5-[4-(methylamino)quinolin-6-yl]phenyl}prop-2-enamide